perfluoro-2,4-dimethyl-3-ethyl-2-pentene FC(C(=C(C(C(F)(F)F)(C(F)(F)F)F)C(C(F)(F)F)(F)F)C(F)(F)F)(F)F